C1(CC1)[C@@H](C)NC1=NN2C=NC(=C(C2=N1)O[C@H](CF)C)C=1C=NNC1 N-((R)-1-cyclopropylethyl)-8-(((S)-1-fluoropropan-2-yl)oxy)-7-(1H-pyrazol-4-yl)-[1,2,4]triazolo[1,5-c]pyrimidin-2-amine